C(#N)C1=CC=C(C=C1)C1=CC2=C(N=CS2)C=C1OC(C(=O)O)(C)C 2-[[6-(4-cyanophenyl)benzo[d]thiazol-5-yl]oxy]-2-methylpropanoic acid